(E)-3-(4-((3-tolylmethyl)oxy)phenyl)acrylic acid C1(=CC(=CC=C1)COC1=CC=C(C=C1)/C=C/C(=O)O)C